FC(C(=O)N)(C1=NC=C(C=C1)F)F difluoro-2-(5-fluoropyridin-2-yl)acetamide